FC(OC1=CC=C(C=C1)C(C(C)C)N1C[C@@H](N(C[C@H]1CC)C(=O)OC(C)(C)C)C)F tert-Butyl (2S,5R)-4-(1-(4-(difluoromethoxy)phenyl)-2-methylpropyl)-5-ethyl-2-methylpiperazine-1-carboxylate